1-(6-(piperidin-4-yl)pyrazolo[1,5-a]pyridin-3-yl)dihydropyrimidine-2,4(1H,3H)-dione N1CCC(CC1)C=1C=CC=2N(C1)N=CC2N2C(NC(CC2)=O)=O